BrC1=C(C=C(C=C1)S(=O)(=O)N(C)C)F 4-bromo-3-fluoro-N,N-dimethylbenzenesulfonamide